4-chloro-5-(cyclopropylmethyl)-6-methyl-2-(2-methyl-2H-indazol-5-yl)-3-oxo-2H,3H,5H-pyrrolopyridazine-7-carbonitrile ClC=1C(N(N=C2C1N(C(=C2C#N)C)CC2CC2)C2=CC1=CN(N=C1C=C2)C)=O